acryloxyisobutyl-trimethoxysilane C(C=C)(=O)OCO[Si](OC)(OC)CC(C)C